N-(6-Azaniumylhexyl)-2-{1-[(4-chlorophenyl)methyl]-5-oxopyrrolidin-2-yl}-2-oxoacetamide Chloride [Cl-].[NH3+]CCCCCCNC(C(=O)C1N(C(CC1)=O)CC1=CC=C(C=C1)Cl)=O